N1=CN=C2NC=NC2=C1C=1C(=NC=CC1)NC=1C=CC(=C(C1)NC(C1=CC(=CC(=C1)OC(F)(F)F)Cl)=O)F N-(5-(3-(9H-purin-6-yl)pyridin-2-ylamino)-2-fluorophenyl)-3-chloro-5-(trifluoromethoxy)benzamide